4-(2-(Cyclopropanecarboxamido)pyridin-4-yl)-N-(2-(1-(2,6-dichlorobenzyl)piperidin-4-yl)ethyl)-3-nitrobenzamide C1(CC1)C(=O)NC1=NC=CC(=C1)C1=C(C=C(C(=O)NCCC2CCN(CC2)CC2=C(C=CC=C2Cl)Cl)C=C1)[N+](=O)[O-]